NC1=C(C(=NC(=N1)N1CCC2(CCC[C@H]2N)CC1)C(=O)N)C1=C(C(=CC=C1)Cl)Cl 6-amino-2-[(1R)-1-amino-8-azaspiro[4.5]decan-8-yl]-5-(2,3-dichlorophenyl)pyrimidine-4-carboxamide